C(C=CC1=CC=CC=C1)(=O)OCC1(C(C(=C(C(=C1C(C)(C)C)C)O)C)C(C)(C)C)C 1,3,5-trimethyl-2,6-di-tert-butyl-4-hydroxybenzyl cinnamate